[5-(8-aminooctyl)-3-methyl-2-oxo-1,3-benzodiazol-1-yl]piperidine-2,6-dione hydrochloride Cl.NCCCCCCCCC1=CC2=C(N(C(N2C)=O)N2C(CCCC2=O)=O)C=C1